FC1=C(C=C(C(=C1)F)OC=1C(=C2C=CNC2=CC1F)C)C=1NC(=CN1)C(C)(O)C=1C=C(C=CC1)CCC(=O)O 3-(3-(1-(2-(2,4-difluoro-5-((6-fluoro-4-methyl-1H-indol-5-yl)oxy)phenyl)-1H-imidazol-5-yl)-1-hydroxyethyl)phenyl)propanoic acid